C(CCCC#C)(=O)N(CC(=O)O)C(CCCC#C)=O bis-(5-hexynoyl)glycine